C1(=CC=CC=C1)N1CCN(CC1)CCC1OC(C2(C1)CCOCC2)=O 3-(2-(4-phenylpiperazin-1-yl)ethyl)-2,8-dioxaspiro[4.5]decan-1-one